O=C1C=C(N=CN1C[C@@H]1CCN(CC12CCCC2)C(=O)N2[C@@H](C[C@@H](CC2)NCC(=O)O)C2=CC=CC=C2)C2=CC=CC=C2 ((2S,4R)-1-((R)-10-((6-oxo-4-phenylpyrimidin-1(6H)-yl)methyl)-7-azaspiro[4.5]decane-7-carbonyl)-2-phenylpiperidin-4-yl)glycine